NN1C(CCCC1)=O amino-piperidinone